6-METHOXY-N-(3-(TRIFLUOROMETHYL)PHENYL)-2-(TRIFLUOROMETHYL)-1H-IMIDAZO[4,5-B]PYRAZIN-5-AMINE COC1=C(N=C2C(=N1)NC(=N2)C(F)(F)F)NC2=CC(=CC=C2)C(F)(F)F